N,N-dimethyl-3-((1,2,3,4-tetrahydroisoquinolin-8-yl)amino)pyrrolidine-1-carboxamide hydrochloride Cl.CN(C(=O)N1CC(CC1)NC=1C=CC=C2CCNCC12)C